tert-butyl (4-(5,5-dimethyl-1,3,2-dioxaborol-2-yl)-5-fluoro-6-methylbenzo[b]thiophen-2-yl)carbamate CC1(COB(O1)C1=C(C(=CC=2SC(=CC21)NC(OC(C)(C)C)=O)C)F)C